COC(CCC1=CCC(C=C1C)CC(C)C)OC 2-(3,3-dimethoxypropyl)-5-isobutyl-3-methyl-cyclohexa-1,3-diene